1-bromo-2-(difluoromethoxy)-3-nitrobenzene BrC1=C(C(=CC=C1)[N+](=O)[O-])OC(F)F